C(C)N1C(N(C2(CC2)C1=O)CC=1SC(=NN1)C1=NC(=C(C=C1)F)O)=O 6-ethyl-4-((5-(5-fluoro-6-hydroxypyridin-2-yl)-1,3,4-thiadiazol-2-yl)methyl)-4,6-diazaspiro[2.4]heptane-5,7-dione